C1(CCCC1)C1=C(C(=O)O)C=CC(=C1)C1=CNC2=NC=C(C=C21)C2=CC=CC=C2 2-cyclopentyl-4-(5-phenyl-1H-pyrrolo[2,3-B]pyridin-3-yl)benzoic acid